OC=1C(NC=CC1O)=O 3,4-dihydroxypyridone